ClC=1C=2C(N=C3N(C2C=CC1)C1=CC(=CC=C1C31CCCCC1)C1CCN(CC1)C1CCN(CC1)C(=O)[C@H]1CN(CC1)C1=CC(=C(C(=C1)F)C1C(NC(CC1)=O)=O)F)=O 3-(4-((R)-3-(4-(4'-chloro-5'-oxo-5'H-spiro[cyclohexane-1,7'-indolo[1,2-a]quinazolin]-10'-yl)-[1,4'-bipiperidine]-1'-carbonyl)pyrrolidin-1-yl)-2,6-difluorophenyl)piperidine-2,6-dione